C(C)(CC)NC(C)CC disecbutylamine